1,3-dihydro-indole N1CCC2=CC=CC=C12